methyl-6-amino-2,3-dimethylisonicotinic acid CC1=C(N=C(C(=C1C(=O)O)C)C)N